2,3-dimethyl-1,4-benzenediboronic acid pinacol ester CC1=C(C=CC(=C1C)B1OC(C)(C)C(C)(C)O1)B1OC(C)(C)C(C)(C)O1